O1COC2=C1C=CC=C2CNCC=2SC1=C(C2)C=CC=C1 1-(1,3-benzodioxol-4-yl)-N-(benzothien-2-ylmethyl)methylamine